2-((2S,5R)-4-isobutyryl-5-methyl-2-(3-(4-methylpiperazin-1-yl)phenyl)piperazin-1-yl)-2-oxo-N-(1-(tetrahydro-2H-pyran-2-yl)-1H-pyrazolo[4,3-c]pyridin-7-yl)acetamide C(C(C)C)(=O)N1C[C@@H](N(C[C@H]1C)C(C(=O)NC=1C2=C(C=NC1)C=NN2C2OCCCC2)=O)C2=CC(=CC=C2)N2CCN(CC2)C